(S)-N-((S)-1-amino-1-oxo-3-phenylpropan-2-yl)-2-((S)-2-((R)-2-amino-5-guanidinopentanamido)-3-(4-hydroxy-2,6-dimethylphenyl)propanamido)-6-(3-methoxypropanamido)hexanamide NC([C@H](CC1=CC=CC=C1)NC([C@H](CCCCNC(CCOC)=O)NC([C@H](CC1=C(C=C(C=C1C)O)C)NC([C@@H](CCCNC(=N)N)N)=O)=O)=O)=O